p-tolyl (5-methyl-6-(1H-pyrazol-4-yl)-2-(tetrahydro-2H-pyran-4-yl)pyridin-3-yl)carbamate CC=1C=C(C(=NC1C=1C=NNC1)C1CCOCC1)NC(OC1=CC=C(C=C1)C)=O